C(C1=CC=CC=C1)N(C(CCl)=O)C1=CC=C(OC2=CC=C(OCCOCCOCCOCCOCCOCCNC(=O)C=3C=C4C=5C(N(C4=CC3)C3=CC=C(C=C3)C(F)(F)F)=NN(C5)C)C=C2)C=C1 N-(17-{4-[4-(N-benzyl-2-chloroacetamido)phenoxy]phenoxy}-3,6,9,12,15-pentaoxaheptadecan-1-yl)-2-methyl-8-[4-(trifluoromethyl)phenyl]-2H,8H-pyrazolo[3,4-b]indole-5-carboxamide